CN(C1CN(C1)C=1C=CC(=C(C(=O)N[C@H](C)C=2C=C(C=C(C2)O)C2=C(N(C=C2)C)C(=O)O)C1)C)C [3-[(1R)-1-[[5-[3-(dimethylamino)azetidin-1-yl]-2-methyl-benzoyl]amino]ethyl]-5-hydroxy-phenyl]-1-methyl-pyrrole-2-carboxylic acid